CN(C)CC1=C(C=CC(=N1)NC=1C=CC(=C2CNC(C12)=O)C1=CN=C2N1C=CC(=C2)F)[C@H](C)O (S)-7-((6-((dimethylamino)methyl)-5-(1-hydroxyethyl)pyridin-2-yl)amino)-4-(7-fluoroimidazo[1,2-a]pyridin-3-yl)isoindolin-1-one